2-hydroxy-N-(2-hydroxyethyl)propanamide OC(C(=O)NCCO)C